3-{4-[(1-ethyl-1H-pyrazol-5-yl)methyl]phenyl}-5-(trifluoromethyl)-4,5-dihydro-1,2-oxazol-5-ol C(C)N1N=CC=C1CC1=CC=C(C=C1)C1=NOC(C1)(O)C(F)(F)F